6-(benzo[b]thiophen-2-yl)quinolin S1C2=C(C=C1C=1C=C3C=CC=NC3=CC1)C=CC=C2